NC1=NC(=C2N=CN(C2=N1)CC(=O)NC=1C=NN(C1)C1CC1)NC1CCCC1 2-(2-amino-6-(cyclopentylamino)-9H-purin-9-yl)-N-(1-cyclopropyl-1H-pyrazol-4-yl)acetamide